(S)-3-((S)-sec-butyl)-N-(2-hydroxyethyl)-2-oxo-1,2,3,5-tetrahydro-4H-benzo[e][1,4]diazepine-4-carboxamide [C@H](C)(CC)[C@@H]1N(CC2=C(NC1=O)C=CC=C2)C(=O)NCCO